6-[[5-(trifluoromethyl)-2-pyridyl]methyl]-2,6-diazaspiro[3.4]octane FC(C=1C=CC(=NC1)CN1CC2(CNC2)CC1)(F)F